C(=C)C1=CC=CC=N1 6-vinylpyridin